C(C)(C)C=1C(=NNC1C=1C=C(C=2N(C1)N=CN2)C)C2=CC=C(C=C2)N2CCN(CC2)CC(C)(O)C 1-(4-(4-(4-isopropyl-5-(8-methyl-[1,2,4]triazolo[1,5-a]pyridin-6-yl)-1H-pyrazol-3-yl)phenyl)piperazin-1-yl)-2-methylpropan-2-ol